(2R,4aR,7S)-11-bromo-12-chloro-10-fluoro-7-(hydroxymethyl)-2-Methyl-2,3,4,4a,6,7-hexahydro-8-oxa-3,5a,9,13c-tetraazanaphtho[3,2,1-de]anthracene BrC=1C(=CC2=C3C=4N(C[C@H](OC4N=C2C1F)CO)C[C@H]1CN[C@@H](CN13)C)Cl